FC(C1=CC=C(C=C1)N1C=NC2=C1C=C(C=C2)C2=NC=CC(=N2)[C@@H](CO)O)(F)F (S)-1-(2-(1-(4-(trifluoromethyl)phenyl)-1H-benzo[d]imidazol-6-yl)pyrimidin-4-yl)ethane-1,2-diol